ClC1=C2C=CNC2=CC(=C1)NC1=NC2=C(N1)C=CC(=C2)C2=CC=C(C=C2)C2(CC2)C#N 1-(4-{2-[(4-chloro-1H-indol-6-yl)amino]-1H-1,3-benzodiazol-5-yl}phenyl)cyclopropane-1-carbonitrile